ClC1=CC(=C(N=N1)C=O)NC 6-chloro-4-(methylamino)pyridazine-3-carbaldehyde